C1(=CC=C(C=C1)C[C@H](C(=O)N)NC(=O)[C@H]1N(C[C@@H](C1)O)C(=O)OCC1=CC=CC=C1)C1=CC=CC=C1 (2S,4R)-benzyl 2-(((R)-3-([1,1'-biphenyl]-4-yl)-1-amino-1-oxopropan-2-yl)carbamoyl)-4-hydroxypyrrolidine-1-carboxylate